C(C)(C)(C)OC(=O)N(C1=CC(=NC=2N1N=CC2C2CC2)NC[C@@H]2[C@H](CN(CC2)C(=O)OC(C)(C)C)O)CC2=C(C=C(C=C2)C2=NC=CC=C2)OC tert-butyl (3R,4R)-4-(((7-((tert-butoxycarbonyl)(2-methoxy-4-(pyridin-2-yl)benzyl)amino)-3-cyclopropylpyrazolo[1,5-a]pyrimidin-5-yl)amino)methyl)-3-hydroxypiperidine-1-carboxylate